FC(CC1=NN2C(C=C(C=C2)C2=CNC3=NC=C(C=C32)C3=C(C=CC=C3)C)=C1C(=O)N)F (2,2-difluoroethyl)-5-(5-(o-tolyl)-1H-pyrrolo[2,3-b]pyridin-3-yl)pyrazolo[1,5-a]pyridine-3-carboxamide